7-methyl-(E)-4-decene CC(C/C=C/CCC)CCC